C(C)OC(CSCC1C(C1)C(=O)OC)=O Methyl 2-(((2-ethoxy-2-oxoethyl)thio)methyl)cyclopropane-1-carboxylate